5-fluoro-1-((2R,3S,4R,5R)-3-fluoro-5-(2-hydroxyethyl)-5-(hydroxymethyl)-4-((tetrahydro-2H-pyran-2-yl)oxy)tetrahydrofuran-2-yl)pyrimidine FC=1C=NCN(C1)[C@@H]1O[C@@]([C@H]([C@@H]1F)OC1OCCCC1)(CO)CCO